The molecule is a taxane diterpenoid isolated from Taxus sumatrana and has been shown to exhibit antineoplastic activity. It has a role as a metabolite and an antineoplastic agent. It is a taxane diterpenoid, a carbotricyclic compound, an acetate ester, a benzoate ester, a secondary alcohol and a tertiary alcohol. CC1=C2[C@H]([C@@H]([C@@]3([C@H](C[C@@H]([C@]([C@H]3[C@@H]([C@@]2(C[C@@H]1O)C(C)(C)O)O)(COC(=O)C)O)OC(=O)C)OC(=O)C)C)OC(=O)C4=CC=CC=C4)O